N-(6-cyano-5-fluoropyridin-3-yl)-1-(isoquinolin-4-yl)-5-(trifluoromethyl)-1H-pyrazole-4-carboxamide C(#N)C1=C(C=C(C=N1)NC(=O)C=1C=NN(C1C(F)(F)F)C1=CN=CC2=CC=CC=C12)F